4-({2-[2-(2-Aminoethoxy)ethoxy]ethyl}amino)-2-(2,6-dioxopiperidin-3-yl)-2,3-dihydro-1H-isoindole-1,3-dione NCCOCCOCCNC1=C2C(N(C(C2=CC=C1)=O)C1C(NC(CC1)=O)=O)=O